C(C)(C)(C)OC(=O)N1C=C(C=2C1=NC(=CC2)Cl)I 6-chloro-3-iodo-1H-pyrrolo[2,3-b]Pyridine-1-carboxylic acid tert-butyl ester